OCC1=CC=C(C=N1)NC1C(NC(CC1)=O)=O 3-((6-(hydroxymethyl)pyridin-3-yl)amino)piperidine-2,6-dione